Cl.Cl.[C@H]12CN(C[C@H](CC1)N2)C2=NC(=NC1=C(C(=C(C=C21)Cl)C2=CC(=CC1=CC=CC=C21)O)F)SCCCN(C)C (S or R)-4-(4-((1R,5S)-3,8-diazabicyclo[3.2.1]oct-3-yl)-6-chloro-2-((3-(dimethylamino)propyl)thio)-8-fluoroquinazolin-7-yl)naphthalen-2-ol dihydrochloride